CC=1C=C2C(C=C(NC2=C(C1)[C@@H](C)NC1=C(C(=O)O)C=CC=C1)C1=CC2=CN(N=C2C=C1)C)=O (R)-2-((1-(6-methyl-2-(2-methyl-2H-indazol-5-yl)-4-oxo-1,4-dihydroquinolin-8-yl)ethyl)amino)benzoic acid